OC=1C=C(C(=O)O)C=C(C1OC)O 3,5-dihydroxy-4-methoxybenzoic acid